(S)-2-amino-4-(2-amino-5-(methylthio)phenyl)-4-oxobutanoic acid N[C@H](C(=O)O)CC(=O)C1=C(C=CC(=C1)SC)N